2-(Benzyl(piperidin-2-ylmethyl)amino)ethyl ((2R,3S,5R)-2-(((tert-butyldiphenylsilyl)oxy)methyl)-5-(5-methyl-2,4-dioxo-3,4-dihydropyrimidin-1(2H)-yl)tetrahydrofuran-3-yl) carbonate C(OCCN(CC1NCCCC1)CC1=CC=CC=C1)(O[C@@H]1[C@H](O[C@H](C1)N1C(NC(C(=C1)C)=O)=O)CO[Si](C1=CC=CC=C1)(C1=CC=CC=C1)C(C)(C)C)=O